CCC/C=C/C=C/C=C/CCC1=CC=C(O1)OC(=O)O The molecule is a carbonate ester resulting from the formal condensation of the hydroxy group of 5-(undeca-3,5,7-trien-1-yl)furan-2-ol with one of the hydroxy groups of carbonic acid. A metabolite of the endophytic fungus Emericellasp. XL029. The configuration of the double bonds of the undecatrienyl group is not stated. It has a role as an antifungal agent and a fungal metabolite. It derives from a 5-(undeca-3,5,7-trien-1-yl)furan-2-ol.